5-((S)-1-(((S)-tert-butylsulfinyl)amino)-3-methylbutyl)thiophene C(C)(C)(C)[S@](=O)N[C@@H](CC(C)C)C1=CC=CS1